NC1=NC(=C(C(=N1)N[C@H](CC(=O)O)CCCC)CC1=C(C=CC(=C1)C(C)(C)C(=O)O)OC)C (S)-3-((2-amino-5-(5-(2-carboxypropan-2-yl)-2-methoxybenzyl)-6-methylpyrimidin-4-yl)amino)heptanoic acid